6-(2-(5-Cyclopropyl-3-(3,5-dichloropyridin-4-yl)isoxazol-4-yl)-7-azaspiro[3.5]non-1-en-7-yl)-4-(difluoromethoxy)chinolin C1(CC1)C1=C(C(=NO1)C1=C(C=NC=C1Cl)Cl)C1=CC2(C1)CCN(CC2)C=2C=C1C(=CC=NC1=CC2)OC(F)F